7-(1-acryloylpiperidin-4-yl)-2-phenyl-4,5,6,7-tetrahydropyrazolo[1,5-a]pyrimidine-3-carboxamide trifluoroacetate FC(C(=O)O)(F)F.C(C=C)(=O)N1CCC(CC1)C1CCNC=2N1N=C(C2C(=O)N)C2=CC=CC=C2